C(C1=CC=CC=C1)NC(CC1=NC=C(C=C1)C1=CC=C(C=C1)OCCN1CC(C1)COC)=O N-benzyl-2-(5-(4-(2-(3-(methoxymethyl)azetidin-1-yl)ethoxy)phenyl)pyridin-2-yl)acetamide